CC(=O)N[C@@H]1[C@H](C[C@@](O[C@H]1[C@@H]([C@@H](CO)O[C@@]2(C[C@@H]([C@H]([C@@H](O2)[C@@H]([C@@H](CO)O[C@@]3(C[C@@H]([C@H]([C@@H](O3)[C@@H]([C@@H](CO)O)O)NC(=O)C)O)C(=O)O)O)NC(=O)C)O)C(=O)O)O)(C(=O)O)O)O The molecule is alpha-Neup5Ac-(2->8)-alpha-Neup5Ac-(2->8)-Neup5Ac in which the sialyl residue at the reducing end has alpha anomeric configuration. It has a role as an epitope.